COC1C(CNC1)N1C2CN(CC1CC2)C 8-(4-Methoxypyrrolidin-3-yl)-3-methyl-3,8-diazabicyclo[3.2.1]octane